ClC1=C2C=C(N(C2=CC=C1Cl)C)C(=O)N[C@H](CO)C1=CC=C(C=C1)[C@H](C(=O)OCC)C(C)C |&1:24| 1-(±)-Ethyl 2-[4-[(1S)-1-[(4,5-dichloro-1-methyl-indole-2-carbonyl)amino]-2-hydroxy-ethyl]phenyl]-3-methyl-butanoate